C(C)OC(=O)C=1C(=CC2=C(N(C3=CC(=CC=C23)Cl)C)N1)N 3-amino-7-chloro-9-methyl-9H-pyrido[2,3-b]indole-2-carboxylic acid ethyl ester